C1(CC1)COC1=C(CNCC2CCNCC2)C=C(C=C1)F N-(2-(cyclopropylmethoxy)-5-fluorobenzyl)-1-(piperidin-4-yl)methanamine